N-methylpyrroloindole CN1CC=C2C=CC=3C(=C12)C=CN3